ethyl-5-fluorobenzenebutyric acid C(C)C1=C(C=C(C=C1)F)CCCC(=O)O